C(C)(C)(C)OC(=O)C=1SC(=C(C1OCC(=O)OCC)Cl)C1=CC(=CC=C1)N(C1CCN(CC1)S(=O)(=O)CC1=CC(=CC=C1)[N+](=O)[O-])C(C(C)C)=O tert-butyl-4-chloro-3-(2-ethoxy-2-oxo-ethoxy)-5-[3-[2-methylpropanoyl-[1-[(3-nitrophenyl)methylsulfonyl]-4-piperidyl]amino]phenyl]thiophene-2-carboxylate